3-(2-(ethyl (propyl) amino) ethyl)-1H-indol-6-yl phosphate P(=O)(OC1=CC=C2C(=CNC2=C1)CCN(CCC)CC)([O-])[O-]